2-[(2-chloro-4-phenylphenyl)-methylamino]-5-propyl-4H-[1,2,4]triazolo[1,5-a]pyrimidin-7-one ClC1=C(C=CC(=C1)C1=CC=CC=C1)N(C1=NN2C(NC(=CC2=O)CCC)=N1)C